N-[(1H-benzimidazol-2-yl)methyl]-7-bromo-2-[rel-(3R,5S)-3,5-dimethylpiperazin-1-yl]imidazo[2,1-f][1,2,4]triazin-4-amine N1C(=NC2=C1C=CC=C2)CNC2=NC(=NN1C2=NC=C1Br)N1C[C@H](N[C@H](C1)C)C |o1:23,25|